ClC1=CC(=C(COC=2SC=C(N2)C2=CC(=C(CC3=NC4=C(N3C[C@H]3OCC3)C(=C(C=C4)C(=O)O)F)C=C2F)F)C=C1)F (S)-2-(4-(2-((4-chloro-2-fluorobenzyl)oxy)thiazol-4-yl)-2,5-difluorobenzyl)-7-fluoro-1-(oxetan-2-ylmethyl)-1H-benzo[d]imidazole-6-carboxylic acid